5-methyl-1-[6-[5-[(6-methylpyridazin-3-yl)amino]benzimidazol-1-yl]-3-[rac-(2R,4S)-4-fluorooxolan-2-yl]pyridin-2-yl]pyrazole-3-carbonitrile CC1=CC(=NN1C1=NC(=CC=C1[C@@H]1OC[C@H](C1)F)N1C=NC2=C1C=CC(=C2)NC=2N=NC(=CC2)C)C#N |r|